CN1CC2(CC2CC1)COC1=NC2=CC=CC=C2C=N1 2-((3-methyl-3-azabicyclo[4.1.0]Heptane-1-yl)Methoxy)quinazoline